2-methoxy-6-(naphthalen-1-yl)-6,7,8,9-tetrahydro-5H-pyrrolo[3,2-b:5,4-c']dipyridine COC1=CC=C2C(=N1)C1=C(C(NCC1)C1=CC=CC3=CC=CC=C13)N2